3-(4-fluorophenoxy)propionic acid FC1=CC=C(OCCC(=O)O)C=C1